CN1C[C@@H](CCC1)NC=1C2=C(C(=NN1)C1=C(C=C(C=C1)C(F)(F)F)O)CCCCC2 (R)-2-(4-((1-methylpiperidin-3-yl)amino)-6,7,8,9-tetrahydro-5H-cyclohepta[d]pyridazin-1-yl)-5-(trifluoromethyl)phenol